CC1=C(C(C(=O)O)=CC(=C1)Cl)N 3-methyl-5-chloroanthranilic acid